3-isopropylimidazo[1,2-a]pyridin C(C)(C)C1=CN=C2N1C=CC=C2